NC=1C(=C(C=C2C=C(N=CC12)NC1=NN2CC(N(CCC2=C1)C)=O)C1=C(C(=CC=C1)N)C)F 2-((8-amino-6-(3-amino-2-methylphenyl)-7-fluoroisoquinolin-3-yl)amino)-6-methyl-5,6-dihydro-4H-pyrazolo[1,5-d][1,4]diazepin-7(8H)-one